(4-Sec-butylphenyl)diphenylamine C(C)(CC)C1=CC=C(C=C1)N(C1=CC=CC=C1)C1=CC=CC=C1